C(C)[N+](=C1C=CC(C=C1)=C(C1=CC=C(C=C1)N(CC)CC1=CC(=CC=C1)S(=O)(=O)O)C1=C(C=CC=C1)S(=O)(=O)[O-])CC1=CC(=CC=C1)S(=O)(=O)O 2-[α-[4-(N-ethyl-3-sulfobenzyliminio)-2,5-cyclohexanedienylidene]-4-(N-ethyl-3-sulfobenzylamino)benzyl]benzenesulfonate